COC1=C(C(=CC(=C1)N1C=NC2=C1C=CC(=C2)C=2C=NN(C2)C)OC)C(=O)N2C(CC2C)(C)C [2,6-dimethoxy-4-[5-(1-methylpyrazol-4-yl)benzimidazol-1-yl]phenyl]-(2,2,4-trimethylazetidin-1-yl)methanone